S1C(=CC=C1)C=1N=NNC1 4-(thiophen-2-yl)-1H-1,2,3-triazole